5-(2-chloro-6-((1S,6S)-6-(methylamino)cyclohex-3-en-1-yl)-4-((thiophen-2-ylmethyl)amino)thieno[3,2-d]pyrimidin-7-yl)pent-4-yn-1-ol trifluoroacetate FC(C(=O)O)(F)F.ClC=1N=C(C2=C(N1)C(=C(S2)[C@H]2CC=CC[C@@H]2NC)C#CCCCO)NCC=2SC=CC2